tert-butyl 3-((((2S,3R,4R,5R)-2,3,4,5,6-pentahydroxyhexyl) amino)methyl)azetidine-1-carboxylate O[C@@H](CNCC1CN(C1)C(=O)OC(C)(C)C)[C@H]([C@@H]([C@@H](CO)O)O)O